tert-butyl 3-(4-methylphenyl)-2,5-dihydro-1H-pyrrole-1-carboxylate CC1=CC=C(C=C1)C=1CN(CC1)C(=O)OC(C)(C)C